C(C1=CC=CC=C1)N1CC2C3C=NC(C(C31)CC(C)C)(C2)C(=O)NCC2=CC=C(C=C2)O 1-benzyl-N-(4-hydroxybenzyl)-7-isobutyl-1,2,3,3a,7,7a-hexahydro-6H-3,6-methanopyrrolo[3,2-c]pyridine-6-carboxamide